N1(CCCCC1)CCCN1C(=CN2C1SC1=C2C=CC=C1)C1=CC=NC=C1 N-(3-(piperidin-1-yl)propyl)-2-(pyridin-4-yl)benzo[d]imidazo[2,1-b]thiazole